7-chloro-3-(6-(3-(trifluoromethoxy)phenoxy)pyridin-3-yl)-3,4-dihydroacridine-1,9(2H,10H)-dione ClC1=CC=C2NC=3CC(CC(C3C(C2=C1)=O)=O)C=1C=NC(=CC1)OC1=CC(=CC=C1)OC(F)(F)F